16-methylheptadecanedioic acid CC(CCCCCCCCCCCCCCC(=O)O)C(=O)O